1-methyl-N-(2-(2-(trifluoromethyl)pyridin-3-yl)-1H-pyrrolo[2,3-b]pyridin-6-yl)-1H-pyrazole-5-carboxamide CN1N=CC=C1C(=O)NC1=CC=C2C(=N1)NC(=C2)C=2C(=NC=CC2)C(F)(F)F